FC1=C(C=CC(=C1)OC)C(C(C#N)(C)C)=O 3-(2-fluoro-4-methoxyphenyl)-2,2-dimethyl-3-oxopropanenitrile